5-(3-fluorophenyl)-7-(hydroxymethyl)-3-methylquinoxalin-2(1H)-one FC=1C=C(C=CC1)C1=C2N=C(C(NC2=CC(=C1)CO)=O)C